BrC=1C=C(C=CC1)[C@@H](C)NC1=NC(=NC2=C(C(=C(C=C12)OC)OC)CCCCCCC=O)C (R)-7-(4-((1-(3-Bromophenyl)ethyl)amino)-6,7-dimethoxy-2-methylquinazolin-8-yl)heptanal